FC(S(=O)(=O)NC=1C=C(C=CC1)CSC(OCC)=S)(F)F O-ethyl [3-(trifluoromethylsulfonylamino)phenyl]methylsulfanylmethanethioate